ClC1=CC=C(CCN[C@H](C(=O)C2=CNC3=CC(=CC=C23)C=2NC(=CN2)C)C2=CC=CC=C2)C=C1 |r| (S)- and (R)-2-((4-chloro-phenethyl)amino)-1-(6-(5-methyl-1H-imidazol-2-yl)-1H-indol-3-yl)-2-phenylethan-1-one